C1(CC1)C1=C(CN2C(N(CC=3C2=NN(C3)C)C3CCN(CC3)C3=C(C=CC=C3C(F)(F)F)F)=O)C=CC=C1 7-(2-cyclopropyl-benzyl)-5-[1-(2-fluoro-6-trifluoromethyl-phenyl)-piperidin-4-yl]-2-methyl-2,4,5,7-tetrahydro-pyrazolo[3,4-d]pyrimidin-6-one